Tert-butyl 4-[7-isopropoxy-6-(2-pyridylcarbamoyl)imidazo[1,2-a]pyridin-2-yl]piperidine-1-carboxylate C(C)(C)OC1=CC=2N(C=C1C(NC1=NC=CC=C1)=O)C=C(N2)C2CCN(CC2)C(=O)OC(C)(C)C